BrC1=CC2=C(NC(CC(C2=O)C(=O)OCC)=O)C=C1 Ethyl 7-bromo-2,5-dioxo-2,3,4,5-tetrahydro-1H-benzo[b]azepine-4-carboxylate